CC12NC=3C=CC(=CC3C=C1CCC2)C(=O)OCC Ethyl 3a-methyl-2,3,3a,4-tetrahydro-1H-cyclopenta[b]quinoline-7-carboxylate